FC=1C=C(CN2C[C@H](N(CC2)C(=O)[O-])C)C=C(C1)C(F)(F)F (R)-4-(3-fluoro-5-(trifluoromethyl) benzyl)-2-methylpiperazine-1-carboxylate